FC(C=1C=C(C=NC1)C=O)(F)F 5-(trifluoromethyl)pyridine-3-carbaldehyde